BrC=1N=C2C(=NC1N1CCC(CC1)(C)CNC(OC(C)(C)C)=O)N(C=C2C2=C(C1=CN(N=C1C=C2)C)Cl)COCC[Si](C)(C)C tert-Butyl N-({1-[2-bromo-7-(4-chloro-2-methyl-2H-indazol-5-yl)-5-{[2-(trimethylsilyl)ethoxy]methyl}-5H-pyrrolo[2,3-b]pyrazin-3-yl]-4-methylpiperidin-4-yl}methyl)carbamate